C1(=CC=C(C=C1)B1OCC(CO1)(C)C)B1OCC(CO1)(C)C 2,2'-(1,4-phenylene)bis[5,5-dimethyl-1,3,2-dioxaborinane]